ClC=1C=C(CN2CC3(CC2)CCN(CC3)C(=O)N3N=C(C=C3)C(=O)O)C=CC1N1CCCC1 1-(2-(3-chloro-4-(pyrrolidin-1-yl)benzyl)-2,8-diazaspiro[4.5]decane-8-carbonyl)-1H-pyrazole-3-carboxylic acid